C(=O)O.COC1=C(C=C(C=C1)NC1=NC=C(C(=N1)NC=1C=CC2=C(NC(O2)=O)C1)C)C1=CC=NC=C1 5-(2-(4-methoxy-3-(pyridin-4-yl)phenylamino)-5-methylpyrimidin-4-ylamino)benzo[d]oxazol-2(3H)-one formate salt